9-(4-((1-(3-fluoropropyl)azetidin-3-yl)methyl)phenyl)-8-(3-methoxy-2-(trifluoromethyl)phenyl)-6,7-dihydro-5H-benzo[7]annulene-3-carboxylic acid FCCCN1CC(C1)CC1=CC=C(C=C1)C1=C(CCCC2=C1C=CC(=C2)C(=O)O)C2=C(C(=CC=C2)OC)C(F)(F)F